(3-chloro-5-((3-chlorobenzyl)oxy)phenyl)boronic acid ClC=1C=C(C=C(C1)OCC1=CC(=CC=C1)Cl)B(O)O